4-(2-(cyclopentyloxy)thiazol-5-yl)-N-(1-(methylsulfonyl)piperidin-4-yl)-5-(trifluoromethyl)pyrimidin-2-amine C1(CCCC1)OC=1SC(=CN1)C1=NC(=NC=C1C(F)(F)F)NC1CCN(CC1)S(=O)(=O)C